O1CCC(CC1)OC=1C=CC=C2C=NC=NC12 8-((tetrahydro-2H-pyran-4-yl)oxy)quinazoline